[Na].CC1(C(NC(N1)=O)=O)C 5,5-dimethylhydantoin sodium